1-(4-(6,7-Dimethoxy-3,4-dihydroisoquinolin-2(1H)-yl)butyl)-3-methyl-1H-benzo[d]imidazol-2(3H)-one COC=1C=C2CCN(CC2=CC1OC)CCCCN1C(N(C2=C1C=CC=C2)C)=O